[Na+].C1(=CC=CC=C1)S(=O)(=O)[O-] benzenesulfonate sodium salt